(3R)-3-hydroxy-2-methylene-butanoic acid O[C@@H](C(C(=O)O)=C)C